C(CC)[Sn](N(C)C)(N(C)C)N(C)C n-propyl-tris(dimethylamino)tin